1-(4-(3-((1r,7r)-3,5-dimethyladamantan-1-yl)ureido)-3-fluorobenzyl)piperidine-4-carboxamide CC12CC3(CC(CC(C1)(C3)C)C2)NC(NC2=C(C=C(CN3CCC(CC3)C(=O)N)C=C2)F)=O